2-amino-1-(pyridin-3-yl)ethanone NCC(=O)C=1C=NC=CC1